C1(=CC=CC=C1)N1N=C(C(=C1)/C=C/C=1C=C(C(=O)O)C=CN1)C1=CC=CC=C1 (E)-2-(2-(1,3-diphenyl-1H-pyrazol-4-yl)vinyl)isonicotinic acid